(E)-6-(4-(Dimethylamino)but-2-enoyl)-4-(2-(1-ethyl-3-(trifluoromethyl)-1H-pyrazol-4-yl)-4-methylphenyl)-4,5,6,7-tetrahydrothieno[2,3-c]pyridine-2-carbonitrile CN(C/C=C/C(=O)N1CC2=C(C(C1)C1=C(C=C(C=C1)C)C=1C(=NN(C1)CC)C(F)(F)F)C=C(S2)C#N)C